N-(4-chlorobenzyl)-2-(3-(6-(difluoromethoxy)pyridin-3-yl)-6-oxopyridazin-1(6H)-yl)acetamide ClC1=CC=C(CNC(CN2N=C(C=CC2=O)C=2C=NC(=CC2)OC(F)F)=O)C=C1